C1(=CC=CC=C1)C(N1CN(CN(C1)C(C1=CC=CC=C1)C1=CC=CC=C1)C(C1=CC=CC=C1)C1=CC=CC=C1)C1=CC=CC=C1 1,3,5-Tris-(diphenylmethyl)-1,3,5-triazinane